3-(4-(2,4-difluorobenzyloxy)-3-bromo-6-methyl-2-oxopyridin-1(2H)-yl)-2-methylbenzamide FC1=C(COC2=C(C(N(C(=C2)C)C=2C(=C(C(=O)N)C=CC2)C)=O)Br)C=CC(=C1)F